N1CC(C1)CC=1C=NN(C1)C1CC1 4-(azetidin-3-ylmethyl)-1-cyclopropyl-1H-pyrazole